S(OC1=C(C=CC(=C1)OC1C(NC(CC1)=O)=O)C)(=O)(=O)F 5-((2,6-dioxopiperidin-3-yl)oxy)-2-methylphenyl sulfurofluoridate